phosphosilver P(=O)(=O)[Ag]